Cl.ClC1=C(OC(CC)(C=2OC=CC2)N(C)C)C=CC=C1Cl (2,3-dichlorophenoxy)-1-(furan-2-yl)-N,N-dimethylpropylamine hydrochloride